ClC=1C=2N(C3=C(C=CC=C3N1)F)CCN2 4-chloro-9-fluoro-1,2-dihydroimidazo[1,2-a]quinoxaline